Cl.CO[C@@H]1[C@@H](C1)N (1R,2S)-2-methoxycyclopropylamine hydrochloride